(5S,8R)-N-(3,5-difluorophenyl)-1-fluoro-6,7,8,9-tetrahydro-5H-5,8-epiminocyclohepta[c]-pyridine-10-carboxamide FC=1C=C(C=C(C1)F)NC(=O)N1[C@H]2CC[C@@H]1CC=1C(=NC=CC12)F